3-iodo-1-thietan-3-ylmethyl-1H-pyrazolo[3,4-d]pyrimidine-4,6-diamine IC1=NN(C2=NC(=NC(=C21)N)N)CC2CSC2